FC(CO)(C(F)(F)F)F 2,2,3,3,3-pentafluoropropan-1-ol